5-(4-((7-Ethyl-6-oxo-5,6-dihydro-1,5-naphthyridin-3-yl)methyl)piperazin-1-yl)-N-(2-Hydroxyethyl)pyridineamide C(C)C=1C(NC=2C=C(C=NC2C1)CN1CCN(CC1)C=1C=CC(=NC1)C(=O)NCCO)=O